2'-amino-N,N-dimethyl-5'-(1-methyl-3-(pyrimidin-5-yl)-1H-pyrrolo[2,3-b]pyridin-5-yl)-[2,3'-bipyridine]-5-carboxamide NC1=NC=C(C=C1C1=NC=C(C=C1)C(=O)N(C)C)C=1C=C2C(=NC1)N(C=C2C=2C=NC=NC2)C